benzeneSulfonamide C1(=CC=CC=C1)S(=O)(=O)N